7-bromo-4-chloropyrrolo[2,1-F][1,2,4]triazine BrC1=CC=C2C(=NC=NN21)Cl